C(CCCCCCCCCCCCCCCCCCCCCCCCCCCCCCCCCCCCCCCCCCCCCCCCC)C(C(=O)O)=C.FC(C=1C=C(C[C@H](N)C(=O)O)C=CC1)(F)F 3-(trifluoromethyl)phenylalanine pentacontyl-acrylate